N-(5-chloro-6-(2H-1,2,3-triazol-2-yl)pyridin-3-yl)-1-(4-fluoro-2-methoxyphenyl)-5-(trisFluoromethyl)-1H-pyrazole-4-carboxamide ClC=1C=C(C=NC1N1N=CC=N1)NC(=O)C=1C=NN(C1C(F)(F)F)C1=C(C=C(C=C1)F)OC